(R)-2-chloro-3-fluoro-4-(8-(3-(methoxymethyl)-4-methylpiperazin-1-yl)-7,10-dimethyl-5-oxo-1,3,4,5-tetrahydro-2H-chromeno[3,4-c]pyridine-3-carbonyl)-N-(pyrrolidin-1-ylsulfonyl)benzamide ClC1=C(C(=O)NS(=O)(=O)N2CCCC2)C=CC(=C1F)C(=O)N1CC2=C(CC1)C=1C(=CC(=C(C1OC2=O)C)N2C[C@@H](N(CC2)C)COC)C